Cl.Cl.C(C)NCCN1CCC(CC1)C1=NOC2=C1C=CC(=C2)F N-ethyl-2-[4-(6-fluoro-1,2-benzisoxazol-3-yl)piperidin-1-yl]ethan-1-amine dihydrochloride